C1(CCC1)N1CCC(CC1)OC1=CC=C(C=C1)C(C(=O)N)N1CCOCC1 [4-(1-cyclobutylpiperidin-4-yloxy)phenyl]-2-(morpholin-4-yl)acetamide